(2S,4R)-N-[(S) or (R)-(4-cyclobutyl-3-fluorophenyl)(phenyl)methyl]-4-fluoro-1-[2-(1H-1,2,3-triazol-5-yl)acetyl]pyrrolidine-2-carboxamide C1(CCC1)C1=C(C=C(C=C1)[C@@H](NC(=O)[C@H]1N(C[C@@H](C1)F)C(CC1=CN=NN1)=O)C1=CC=CC=C1)F |o1:10|